2-chloro-5-{[(methoxyacetyl)amino]methyl}-N-{1-[4-(trifluoromethoxy)phenyl]-1H-indazol-4-yl}benzamide 5-(2-ethylbenzoyl)-3-(1-(sec-butyl)piperidin-4-yl)-1H-indolebenzoate C(C)C1=C(C(=O)C=2C=C3C(=C(NC3=CC2)C2=CC=CC=C2C(=O)O)C2CCN(CC2)C(C)CC)C=CC=C1.ClC1=C(C(=O)NC2=C3C=NN(C3=CC=C2)C2=CC=C(C=C2)OC(F)(F)F)C=C(C=C1)CNC(COC)=O